(S)-6-(6-Chloro-5-fluoro-2-oxo-1,2-dihydrospiro[benzo[d][1,3]oxazine-4,3'-pyrrolidin]-1'-yl)-N-((6-((2-oxopyridin-1(2H)-yl)methyl)pyridin-3-yl)methyl)pyrazine-2-carboxamide ClC1=C(C2=C(NC(O[C@]23CN(CC3)C3=CN=CC(=N3)C(=O)NCC=3C=NC(=CC3)CN3C(C=CC=C3)=O)=O)C=C1)F